N2,N4-Diisopropyl-5-(2-isopropyl-4,5-dimethoxy-benzyl)-pyrimidine-2,4-diamine C(C)(C)NC1=NC=C(C(=N1)NC(C)C)CC1=C(C=C(C(=C1)OC)OC)C(C)C